NC1=C(C2=C(N=C(N=C2)N(CC)CC)N1C1=C(C(=CC=C1C)O)C)C(=O)N 6-amino-2-(diethylamino)-7-(3-hydroxy-2,6-dimethylphenyl)-7H-pyrrolo[2,3-d]pyrimidine-5-carboxamide